N1=CN=C(C=C1)C(C)OC=1C(=NC=C(C1)B1OC(C(O1)(C)C)(C)C)N 3-{[1-(pyrimidin-4-yl)ethyl]oxy}-5-(4,4,5,5-tetramethyl-1,3,2-dioxaborolan-2-yl)pyridin-2-amine